(R)-5-(2-(2,5-Difluorophenyl)pyrrolidin-1-yl)-N-(4-trifluoromethylbenzyl)-3H-imidazo[4,5-b]pyridine-3-carboxamide FC1=C(C=C(C=C1)F)[C@@H]1N(CCC1)C1=CC=C2C(=N1)N(C=N2)C(=O)NCC2=CC=C(C=C2)C(F)(F)F